I[O-].[Li+] lithium hypoiodite